methyl 4-hydroxy-3-methyl-butanoate OCC(CC(=O)OC)C